hexynediol succinate di-sodium salt [Na+].[Na+].C(CCC(=O)[O-])(=O)[O-].C(C#CCCC)(O)O